BrC1=CC=C(C=C1)C=1NC(SC1)N/N=C/C=1N=CC=2N(C3=CC=CC=C3C2C1)C 4-(4-bromophenyl)-2-(((E)-(9-methyl-beta-carbolin-3-yl)methylene)hydrazino)-2,3-dihydrothiazole